S.[Cl] chlorine compound with hydrogen sulfide